FC1=C(C(=C(C=C1OC)OC)F)C1=NC=C2C=C(N=CC2=C1)N[C@@H]1COCC[C@@H]1NC(C=C)=O N-((3S,4S)-3-((7-(2,6-difluoro-3,5-dimethoxyphenyl)-2,6-naphthyridin-3-yl)amino)tetrahydro-2H-pyran-4-yl)acrylamide